1,3,5-tris(isocyanatomethyl)-1,3,5-triazinan-2,4,6-trione N(=C=O)CN1C(N(C(N(C1=O)CN=C=O)=O)CN=C=O)=O